2,5-dimethyl-1-(4-carboxyphenyl)-1H-pyrrole CC=1N(C(=CC1)C)C1=CC=C(C=C1)C(=O)O